6-methyl-1-[[4-[5-(trifluoromethyl)-1,2,4-oxadiazol-3-yl]phenyl]methyl]indole-3-carbaldehyde CC1=CC=C2C(=CN(C2=C1)CC1=CC=C(C=C1)C1=NOC(=N1)C(F)(F)F)C=O